(S)-2-fluoro-6-oxo-5,6,6a,7,9,10-hexahydro-8H-pyrazino[1,2-a]pyrido[3,4-e]pyrazine-8-carboxylic acid FC1=CC2=C(NC([C@H]3N2CCN(C3)C(=O)O)=O)C=N1